ClC=1C=C2C(=NC(=NC2=C(C1C1=CC(=CC2=CC=CC=C12)O)F)O[C@@H](CN1CCCCC1)C)N1CC2CCC(C1)N2C(=O)OC(C)(C)C tert-butyl 3-(6-chloro-8-fluoro-7-(3-hydroxynaphthalen-1-yl)-2-(((R)-1-(piperidin-1-yl)propan-2-yl)oxy)quinazolin-4-yl)-3,8-diazabicyclo[3.2.1]octane-8-carboxylate